OCC1(CCN(CC1)C=1C(=NC=CC1)[N+](=O)[O-])NC(OC(C)(C)C)=O Tert-butyl (4-(hydroxymethyl)-1-(2-nitropyridin-3-yl)piperidin-4-yl)carbamate